3-oxo-glutaric acid 1,5-diethyl ester C(C)OC(CC(CC(=O)OCC)=O)=O